FC(F)C=1C2=C(N=C(N1)SC)N(C(C=C2)=O)C(C)C (difluoromethyl)-8-isopropyl-2-methylsulfanyl-pyrido[2,3-d]Pyrimidin-7-one